methyl (2S)-2-[4-bromo-2-(4-ethoxy-4,5-dihydroisoxazol-3-yl)phenoxy]propanoate BrC1=CC(=C(O[C@H](C(=O)OC)C)C=C1)C1=NOCC1OCC